C(#N)C1=CC(=C(COC2=CC=CC(=N2)C2=CC(N(C=C2)CC2=NC3=C(N2C[C@H]2OCC2)C(=C(C=C3)C(=O)OCC)F)=O)C=C1)F ethyl (S)-2-((6-((4-cyano-2-fluorobenzyl)oxy)-2'-oxo-[2,4'-bipyridin]-1'(2'H)-yl)methyl)-7-fluoro-1-(oxetan-2-ylmethyl)-1H-benzo[d]imidazole-6-carboxylate